ClC=1C(=CC=NC1)C1=C(C=CC(=C1)Cl)N1N=NC(=C1)C(F)(F)F 5-chloro-4-(5-chloro-2-(4-(trifluoromethyl)-1H-1,2,3-triazol-1-yl)phenyl)-pyridin